CC1=C(C=CC(=N1)NC(OC(C)(C)C)=O)NC(=O)NC1=CC=C(C=C1)C tert-butyl (6-methyl-5-(3-(p-tolyl)ureido)pyridin-2-yl)carbamate